C(C)(C)(C)C1=CC=C(C=C1)C=1C=2N(C=C(N1)C(C)=O)C=CN2 1-(8-(4-(tert-butyl)phenyl)imidazo[1,2-a]pyrazin-6-yl)ethan-1-one